NC=1C2=C(N=C(N1)Cl)N(C=C2)C2C(C(C(C2)C2=CC(=CC(=C2)OC)Br)O)O 3-(4-amino-2-chloro-7H-pyrrolo[2,3-d]pyrimidin-7-yl)-5-(3-bromo-5-methoxyphenyl)cyclopentane-1,2-diol